ethyl (1S,3R,6aS)-octahydrocyclopenta[c]pyrrole-1-carboxylate hydrochloride Cl.[C@@H]1(NCC2[C@@H]1CCC2)C(=O)OCC